Methyl (2S)-2-((tert-butoxycarbonyl)amino)-3-(3,3-difluorocyclopentyl)propanoate C(C)(C)(C)OC(=O)N[C@H](C(=O)OC)CC1CC(CC1)(F)F